6-(1-(3-Chloropyridin-2-yl)-3-(trifluoromethyl)-1H-pyrazol-5-carboxamido)-N-isopropoxy-5-methylpyrazolo[1,5-a]pyridin-7-carboxamid ClC=1C(=NC=CC1)N1N=C(C=C1C(=O)NC=1C(=CC=2N(C1C(=O)NOC(C)C)N=CC2)C)C(F)(F)F